CC1(C(C=2N(CC1)N=CC2)=O)C 5,5-dimethyl-6,7-dihydropyrazolo[1,5-a]pyridin-4(5H)-one